(4-bromophenyl)-methane BrC1=CC=C(C=C1)C